(R)-N-(5-(4-(5-chloro-4-fluoro-2-(2-hydroxypropan-2-yl)phenylamino)-5-cyanopyrimidin-2-ylamino)-2-(3-(dimethylamino)pyrrolidin-1-yl)-4-methoxyphenyl)acrylamide ClC=1C(=CC(=C(C1)NC1=NC(=NC=C1C#N)NC=1C(=CC(=C(C1)NC(C=C)=O)N1C[C@@H](CC1)N(C)C)OC)C(C)(C)O)F